4-ethyl-(2-hydroxy-3-methylphenyl)-5-methylimidazole C(C)C=1N=C(NC1C)C1=C(C(=CC=C1)C)O